(2S,3R)-2-Amino-3-pyridin-4-ylbutanoic acid N[C@H](C(=O)O)[C@H](C)C1=CC=NC=C1